2-(3,4,5-trimethoxyphenyl)-2-(4,4-bis(4-methoxyphenyl)-1,3-butadienyl)-1,3-dithiane COC=1C=C(C=C(C1OC)OC)C1(SCCCS1)C=CC=C(C1=CC=C(C=C1)OC)C1=CC=C(C=C1)OC